FC(C(=O)O)(F)F.NC=1C=2N(C=C(N1)C(F)(F)F)C(=CN2)C=2C=C(C=CC2C)S(=O)(=O)NC21CCC(C2)(C1)C(=O)N 4-(3-(8-Amino-6-(trifluoromethyl)imidazo[1,2-a]pyrazin-3-yl)-4-methylphenylsulfonamido)bicyclo[2.1.1]hexane-1-carboxamide trifluoroacetate salt